NC(CC1=CC=C(C=C1)C(C(=O)NC1=NC(=CN=C1)N1CC(CCC1)OC1=C(C=CC=C1)OCC)=C)=O 4-(2-amino-2-oxoethyl)phenyl-N-(6-(3-(2-ethoxyphenoxy)piperidin-1-yl)pyrazin-2-yl)acrylamide